O[C@H](C\N=C(\C)/C=1C(=NC=CC1)NC(OC(C)(C)C)=O)C tert-butyl (S,Z)-(3-(1-((2-hydroxypropyl)imino)ethyl)pyridin-2-yl)carbamate